C1(=CC=CC=C1)CCCCOC=1C=C2C(N(C(C2=CC1NC(C)=O)=O)CCCC(=O)O)=O 5-(4-phenylbutoxy)-6-acetamido-N-carboxypropyl-isoindolin-1,3-dione